7-(1-benzylpiperidin-4-yl)-2-(cyclopentylamino)-3-ethyl-3,7-dihydro-4H-pyrrolo[2,3-d]pyrimidin-4-one C(C1=CC=CC=C1)N1CCC(CC1)N1C=CC2=C1N=C(N(C2=O)CC)NC2CCCC2